ClC1(NC=CC=C1C1=C(C=C(C=C1)F)F)C(=O)N 2-chloro-3-(2,4-difluorophenyl)pyridinecarboxamide